3-amino-2H-[1,2'-bipyridine] NC=1CN(C=CC1)C1=NC=CC=C1